3-(4-(2-bromoethoxy)phenoxy)-2-(2-(1,1-difluoroethyl)-4-fluorophenyl)-6-(tetrahydro-2H-pyran-2-yl)-6H-thieno[2,3-e]indazole BrCCOC1=CC=C(OC2=C(SC3=C4C=NN(C4=CC=C32)C3OCCCC3)C3=C(C=C(C=C3)F)C(C)(F)F)C=C1